3-ethyl-1-[[4-[5-(trifluoromethyl)-1,2,4-oxadiazol-3-yl]phenyl]methyl]pyrrolidin-2-one C(C)C1C(N(CC1)CC1=CC=C(C=C1)C1=NOC(=N1)C(F)(F)F)=O